(3R)-3-{[2-(1-cyclobutyl-1H-pyrazol-4-yl)-7-methoxy[1,2,4]triazolo[1,5-c]quinazolin-5-yl]amino}azepan-2-one C1(CCC1)N1N=CC(=C1)C1=NN2C(=NC=3C(=CC=CC3C2=N1)OC)N[C@H]1C(NCCCC1)=O